3-cyano-4-(6-(6-((6-methoxypyridin-3-yl)methyl)-3,6-diazabicyclo[3.1.1]heptan-3-yl)pyridin-3-yl)pyrazole C(#N)C1=NNC=C1C=1C=NC(=CC1)N1CC2N(C(C1)C2)CC=2C=NC(=CC2)OC